NC=1C=C(C=CC1C(=O)OC)C1=CC(=C(C=C1)F)Cl Methyl 3-amino-3'-chloro-4'-fluoro-[1,1'-biphenyl]-4-carboxylate